3-fluoro-4-(3-(6-(hydroxymethyl)pyridin-3-yl)-4,4-dimethyl-5-oxo-2-thioxoimidazolidin-1-yl)-2-methylthiobenzonitrile FC=1C(=C(C#N)C=CC1N1C(N(C(C1=O)(C)C)C=1C=NC(=CC1)CO)=S)SC